CN(C1=NC(=CC=C1C1CC2(CC(C2)(F)F)CCN1C(=O)OC(C)(C)C)C(=O)OC)C tert-Butyl 6-(2-(dimethylamino)-6-(methoxycarbonyl)pyridin-3-yl)-2,2-difluoro-7-azaspiro[3.5]nonane-7-carboxylate